2,6-dimethyl-1,5-heptadiene CC(=C)CCC=C(C)C